CN(CC=CC)C 4-(dimethylamino)but-2-en